(R)-((2-(1H-indazol-4-yl)-6-(3-methylmorpholino)pyrimidin-4-yl)imino)dimethyl-λ6-sulfanone N1N=CC2=C(C=CC=C12)C1=NC(=CC(=N1)N=S(=O)(C)C)N1[C@@H](COCC1)C